(R)-2-allyl-proline methyl ester hydrochloride Cl.COC([C@]1(NCCC1)CC=C)=O